ClC=1C=C2C=C([C@H](OC2=C(C1)C([2H])([2H])[2H])C(F)(F)F)C(=O)O (S)-6-chloro-8-trideuteromethyl-2-(trifluoromethyl)-2H-chromene-3-carboxylic acid